2-[6-fluoro-7-[rac-(4S)-4-aminocyclohexen-1-yl]-2,3-dihydrobenzofuran-5-yl]-N4,6-dimethyl-pyrimidine-2,4-diamine FC1=C(C2=C(CCO2)C=C1C1(NC(=CC(=N1)NC)C)N)C1=CC[C@H](CC1)N |r|